5-((1S,2R)-2-methylcyclopropyl)-1,3,4-thiadiazol-2-amine C[C@H]1[C@H](C1)C1=NN=C(S1)N